bis(4-butyltrimethoxysilyl)amine CCCCCO[Si](OC)(OC)N[Si](OC)(OC)OCCCCC